FC1(CCN(CC1)CCCCCCCN(C)CC=1C=2C3=C(C(N(C3=CC1)C1C(NC(CC1)=O)=O)=O)C=CC2)F 3-(6-(((7-(4,4-difluoropiperidin-1-yl)heptyl)(methyl)amino)methyl)-2-oxobenzo[cd]indol-1(2H)-yl)piperidine-2,6-dione